CC1=CN=C(S1)[C@@H](C)OC=1C(=NC=C(C1)B1OC(C(O1)(C)C)(C)C)N |r| (rac)-3-[1-(5-methyl-1,3-thiazol-2-yl)ethoxy]-5-(4,4,5,5-tetramethyl-1,3,2-dioxaborolan-2-yl)pyridin-2-amine